CC=1C=C(C=CC1OC1=CC2=C(N(C=N2)C)C=C1)NC1=NC=NC2=CC=3OC[C@H]4N(C3N=C21)CCN(C4)C(=O)OC(C)(C)C tert-butyl (S)-11-((3-methyl-4-((1-methyl-1H-benzo[d]imidazol-5-yl)oxy)phenyl)amino)-1,2,4a,5-tetrahydropyrazino[1,2-d]pyrimido[4',5':5,6]pyrido[3,2-b][1,4]oxazine-3(4H)-carboxylate